CC(=O)O[C@H]1CC[C@@]2([C@H]3CC[C@@H]4[C@]5(CC[C@@H]([C@@H]5C[C@@H]([C@]4([C@@]3([C@H](C[C@H]2C1(C)C)O)C)C)O)C(C)(C)O)C)C The molecule is a hopanoid that is hopane substituted by an acetoxy group at position 3 and hydroxy groups at positions 7, 15 and 22 respectively (the 3beta,7beta,15alpha-stereoisomer). It has been isolated from Hypocrella species. It has a role as a fungal metabolite. It is a hopanoid, an acetate ester, a pentacyclic triterpenoid and a triol.